ClC1=C(C(=NN1C)C1=NC(=CC=C1)O)C=O 5-Chloro-3-(6-hydroxypyridin-2-yl)-1-methyl-1H-pyrazole-4-carbaldehyde